5-bromomethyl-2,4-dihydro-[1,2,4]triazol-3-one BrCC=1NC(NN1)=O